FC1=C(C#N)C(=CC(=C1)CC(C)C)OC(F)(F)F 2-fluoro-4-isobutyl-6-(trifluoromethoxy)benzonitrile